BrC=1C=C(C=C(C1)C(C)(C)C)C1=CC(=CC(=C1)C(C)(C)C)C(C)(C)C 3-bromo-3',5,5'-tri-tert-butylbiphenyl